(R)-1-{4-chloro-3-{4-[(tetrahydrofuran-3-yl)oxy]benzyl}phenyl}piperazine ClC1=C(C=C(C=C1)N1CCNCC1)CC1=CC=C(C=C1)O[C@H]1COCC1